(2R,5S)-1-(1-(4-(difluoromethyl)-3-fluorophenyl)-2-methylpropyl)-2,5-dimethylpiperazine hydrochloride Cl.FC(C1=C(C=C(C=C1)C(C(C)C)N1[C@@H](CN[C@H](C1)C)C)F)F